NC1=C(C=NN1CC1CCCC1)C(=O)O 5-amino-1-cyclopentylmethyl-1H-pyrazole-4-carboxylic acid